C1=CC=CC=2C3=CC=CC=C3C(C12)COC(=O)N[C@H](C(=O)O)CC1=NC(=CC=C1)C(N)=O (S)-2-((((9H-fluoren-9-yl)methoxy)carbonyl)amino)-3-(6-carbamoylpyridin-2-yl)propanoic acid